[Cl-].[Cl-].[Cl-].[K+].[Zn+2] zinc potassium trichloride